ClC1=NC=CC(=N1)C1=CC2=C(C(=N1)O)N=CN2C(C)C 6-(2-chloropyrimidin-4-yl)-1-isopropyl-imidazo[4,5-C]pyridin-4-ol